3-(methylsulfonyl)cyclohexan-1-amine CS(=O)(=O)C1CC(CCC1)N